ClC1=C(CN(CCCOC2=C3C=CN(C3=CC=C2)CC(=O)O)CC(C2=CC=CC=C2)C2=CC=CC=C2)C=CC=C1C(F)(F)F 2-(4-(3-((2-chloro-3-(trifluoromethyl)benzyl)(2,2-diphenylethyl)amino)propoxy)-1H-indol-1-yl)acetic acid